4-((8-ethoxy-2-oxopyrido[2,3-H][1,6]naphthyridin-1(2H)-yl)methyl)-3,5-difluorobenzenesulfonamide C(C)OC=1C=CC=2C(=NC=C3C=CC(N(C23)CC2=C(C=C(C=C2F)S(=O)(=O)N)F)=O)N1